6-(2-fluoro-6-methoxy-4-methyl-phenyl)pyridine-2,3-diamine FC1=C(C(=CC(=C1)C)OC)C1=CC=C(C(=N1)N)N